3,3,7-trimethyl-2-oxoindoline-6-carboxylic acid methyl ester COC(=O)C1=CC=C2C(C(NC2=C1C)=O)(C)C